methyl 7-amino-6-iodo-1,8-naphthyridine-3-carboxylate NC1=C(C=C2C=C(C=NC2=N1)C(=O)OC)I